5-(4-amino-3-methylsulfanyl-phenoxy)-3,4-dihydro-1H-quinolin-2-one NC1=C(C=C(OC2=C3CCC(NC3=CC=C2)=O)C=C1)SC